1-carbazol-9-yl-3-[2-(1H-indol-3-yl)ethylamino]propan-2-ol C1=CC=CC=2C3=CC=CC=C3N(C12)CC(CNCCC1=CNC2=CC=CC=C12)O